ClC=1C=CC(=C(C1)CCO)[C@H]([C@H]1O[C@H]([C@@H]2OC(O[C@@H]21)(C)C)OC)O 2-(5-chloro-2-((R)-hydroxy((3aR,4R,6R,6aR)-6-methoxy-2,2-dimethyltetrahydrofuro[3,4-d][1,3]dioxol-4-yl)methyl)phenyl)ethan-1-ol